NCC(CC(C)O[Si](C)(C)C(C)(C)C)O 1-amino-4-[tert-butyl(dimethyl)silyl]oxypentan-2-ol